2,3-dihydro-1H-inden-2-yl (4-nitrophenyl) carbonate C(OC1CC2=CC=CC=C2C1)(OC1=CC=C(C=C1)[N+](=O)[O-])=O